7-(5-(5-(5-acetyl-2,5-diazabicyclo[4.1.0]hept-2-yl)-1,3,4-thiadiazol-2-yl)-4-(isopropylamino)pyridin-2-yl)pyrrolo[1,2-b]pyridazine-3-carbonitrile C(C)(=O)N1CCN(C2CC12)C1=NN=C(S1)C=1C(=CC(=NC1)C1=CC=C2N1N=CC(=C2)C#N)NC(C)C